2,7-di-t-butylfluorene C(C)(C)(C)C1=CC=2CC3=CC(=CC=C3C2C=C1)C(C)(C)C